(5S,8S)-N-(2,4-dichloro-6-(hydroxymethyl)benzyl)-5-fluoro-8-hydroxy-5,6,7,8-tetrahydroquinoline-5-carboxamide ClC1=C(CNC(=O)[C@]2(C=3C=CC=NC3[C@H](CC2)O)F)C(=CC(=C1)Cl)CO